The molecule is a dipeptide formed from L-threonine and L-proline residues. It has a role as a metabolite. It derives from a L-threonine and a L-proline. C[C@H]([C@@H](C(=O)N1CCC[C@H]1C(=O)O)N)O